5-Bromo-2-(3-(pyrrolidin-1-yl)propoxy)pyridin-3-amine BrC=1C=C(C(=NC1)OCCCN1CCCC1)N